CC1=C(C(CCC1)(C)C)CCC(=O)C The molecule is a methyl ketone in which the keto group is attached to a 2-(2,6,6-trimethylcyclohex-1-en-1-yl)ethyl group. It has a role as a member of oxidized luciferins. It is a methyl ketone and a Latia luciferin.